O[C@@H](COC1=CC=C(C(=O)OCC2=CC=CC=C2)C=C1)CC1=NN=NN1 benzyl (R)-4-(2-hydroxy-3-(1H-tetrazol-5-yl)propoxy)benzoate